4-((11aS)-10-(allyloxycarbonyl)-7-methoxy-2-methylene-5-oxo-11-(tetrahydro-2H-pyran-2-yloxy)-2,3,5,10,11,11a-hexahydro-1H-benzo[e]pyrrolo[1,2-a][1,4]diazepin-8-yloxy)butanoic acid C(C=C)OC(=O)N1C([C@H]2N(C(C3=C1C=C(C(=C3)OC)OCCCC(=O)O)=O)CC(C2)=C)OC2OCCCC2